5-bromo-2-ethyl-3-(6-methoxypyridin-3-yl)-1-tosyl-1H-pyrrolo[2,3-b]pyridine BrC=1C=C2C(=NC1)N(C(=C2C=2C=NC(=CC2)OC)CC)S(=O)(=O)C2=CC=C(C)C=C2